OC1(CCNCC1)CNC(=O)NC 1-((4-hydroxypiperidin-4-yl)methyl)-3-methylurea